C(CCCCCCC)C=1SCCN1 octyl-thiazoline